[N-]=C=O.C(CC)[Si](OCCCC)(OCCCC)OCCCC propyltributoxysilane isocyanate